(R)-6-tert-butyl 4a-methyl 1-phenyl-4a,5,7,8-tetrahydro-1H-pyrazolo[3,4-g]isoquinoline-4a,6(4H)-dicarboxylate C1(=CC=CC=C1)N1N=CC2=C1C=C1CCN(C[C@]1(C2)C(=O)OC)C(=O)OC(C)(C)C